tri(tert-butyl)ammonium tetrakis(perfluoronaphthyl)borate FC1=C(C2=C(C(=C(C(=C2C(=C1F)F)F)F)F)F)[B-](C1=C(C(=C(C2=C(C(=C(C(=C12)F)F)F)F)F)F)F)(C1=C(C(=C(C2=C(C(=C(C(=C12)F)F)F)F)F)F)F)C1=C(C(=C(C2=C(C(=C(C(=C12)F)F)F)F)F)F)F.C(C)(C)(C)[NH+](C(C)(C)C)C(C)(C)C